FC1(CC2(C1)C[C@H](N(CC2)CC2=C1C=CN(C1=C(C=C2C)C)C(=O)OC(C)(C)C)C2=CC=C(C=C2)C(=O)OC)F tert-butyl (S)-4-((2,2-difluoro-6-(4-(methoxycarbonyl)phenyl)-7-azaspiro[3.5]nonan-7-yl)methyl)-5,7-dimethyl-1H-indole-1-carboxylate